CNC(=S)C1=CC=C(C=C1)C1=NOC(=N1)C(F)(F)F N-methyl-4-[5-(trifluoromethyl)-1,2,4-oxadiazol-3-yl]benzene-carbothioamide